tert-butyl (1R,5S)-3-iodo-8-azabicyclo[3.2.1]octane-8-carboxylate IC1C[C@H]2CC[C@@H](C1)N2C(=O)OC(C)(C)C